1,3-bis(trichloromethyl)-5-(4'-chlorophenyl)-s-triazine ClC(N1CN(CN(C1)C1=CC=C(C=C1)Cl)C(Cl)(Cl)Cl)(Cl)Cl